2-((1-(2-(3-cyclopropylphenyl)-3,7-dimethyl-4-oxo-4H-pyrido[1,2-a]pyrimidin-9-yl)ethyl)amino)benzoic acid C1(CC1)C=1C=C(C=CC1)C=1N=C2N(C(C1C)=O)C=C(C=C2C(C)NC2=C(C(=O)O)C=CC=C2)C